tert-butyl (2R,5S)-5-methyl-2-[3-[[(3S)-1-benzyloxycarbonylpyrrolidin-3-yl]methoxy]phenyl]piperidine-1-carboxylate C[C@H]1CC[C@@H](N(C1)C(=O)OC(C)(C)C)C1=CC(=CC=C1)OC[C@@H]1CN(CC1)C(=O)OCC1=CC=CC=C1